4-[5-(6-chloro-2-oxo-4-phenyl-1H-quinolin-3-yl)-3-(1-propylindazol-5-yl)-3,4-dihydropyrazol-2-yl]-4-oxo-butanoic acid ClC=1C=C2C(=C(C(NC2=CC1)=O)C=1CC(N(N1)C(CCC(=O)O)=O)C=1C=C2C=NN(C2=CC1)CCC)C1=CC=CC=C1